C(C)(C)C1=NC=CC(=C1N1C(N=CC2=C1N=CC=C2)=O)C 1-(2-isopropyl-4-methylpyridin-3-yl)pyrido[2,3-d]pyrimidin-2(1H)-one